(1R)-1-(2-methyl-3-nitrophenyl)ethylamine CC1=C(C=CC=C1[N+](=O)[O-])[C@@H](C)N